N1C=NC2=C1C=C(C=C2)NCCN N1-(1H-Benzo[d]imidazol-6-yl)ethane-1,2-diamine